C(C)(=O)N[C@@H]([C@H](O)C)C(=O)O |r| N-Acetyl-DL-threonin